FC1=CN(C2=CC=C(C=C12)C1=CC(=CC2=CC=CC=C12)O)C1CN(C1)C(C=C)=O 1-(3-(3-fluoro-5-(3-hydroxynaphthalen-1-yl)-1H-indol-1-yl)azetidin-1-yl)prop-2-en-1-one